NC=1C2=C(N=CN1)C(=C(N2C2=CC(=C(C=C2)OC2=NC=CC(=N2)C)F)C2=C(C=C(C=C2F)NC(C=C)=O)F)C N-(4-(4-amino-5-(3-fluoro-4-((4-methylpyrimidin-2-yl)oxy)phenyl)-7-methyl-5H-pyrrolo[3,2-d]pyrimidin-6-yl)-3,5-difluorophenyl)acrylamide